ON=C(C1=C(C=CC=C1)C[C@@H](C=1SC2=C(N1)C=CC(=C2)OC)NS(=O)(=O)C2=CC=CC=C2)N |r| N'-hydroxy-2-[rac-(2S)-2-(benzenesulfonamido)-2-(6-methoxy-1,3-benzothiazol-2-yl)ethyl]benzamidine